C(#N)N=C([S-])[S-].[Na+].[Na+] DISODIUM CYANODITHIOIMIDOCARBONATE